CC1=NC(=CC(=C1)C=1NC2=CC=C(C=C2C1C(C)C)C1CCN(CC1)CC(=O)N(CCC)CCO)C 2-(4-(2-(2,6-dimethylpyridin-4-yl)-3-isopropyl-1H-indol-5-yl)piperidin-1-yl)-N-(2-hydroxyethyl)-N-propylacetamide